benzenebisamide C=1(C(=CC=CC1)C(=O)N)C(=O)N